CN1N=CC(=C1)C=1N=C(NC1)C1N(CCCC1)C(C(C)SC)=O 1-(2-(4-(1-Methyl-1H-pyrazol-4-yl)-1H-imidazol-2-yl)piperidin-1-yl)-2-(methylsulfanyl)propan-1-one